ClC=1C(=C(SC1)NC(CN1C(C=CC2=CC(=CC=C12)C(F)(F)F)=O)=O)C1=NN(C=N1)CCN(C)C N-(4-chloro-3-(1-(2-(dimethylamino)ethyl)-1H-1,2,4-triazol-3-yl)thiophen-2-yl)-2-(2-oxo-6-(trifluoromethyl)quinolin-1(2H)-yl)acetamide